1-(5-(6,7-dimethoxy-3-oxo-1,3-dihydronaphtho[2,3]furan-4-yl)pyrimidin-2-yl)-(2-Methoxyethyl)-methylpyrrolidine-2-carboxamide COC=1C(=CC2=CC3=C(C(CO3)=O)C(=C2C1)C=1C=NC(=NC1)N1C(C(CC1)CCOC)(C(=O)N)C)OC